(E)-6-((3-(3-chloro-2-methylphenyl)-1-(4-methoxybut-2-enoyl)azetidin-3-yl)amino)-1-(cyclopropylmethyl)-3,3-dimethylindolin-2-one ClC=1C(=C(C=CC1)C1(CN(C1)C(\C=C\COC)=O)NC1=CC=C2C(C(N(C2=C1)CC1CC1)=O)(C)C)C